N-(2-(3-fluoroazetidin-1-yl)ethyl)-5-(trifluoromethyl)benzamide FC1CN(C1)CCNC(C1=CC=CC(=C1)C(F)(F)F)=O